CC=1C=C(C=NC1N1CC=2C=C(C=NC2CC1)C=1C=NN(C1)C)C#N 5-methyl-6-[3-(1-methylpyrazol-4-yl)-7,8-dihydro-5H-1,6-naphthyridin-6-yl]pyridine-3-carbonitrile